O1NC1 Oxaziridin